C(C)(C)(C)C1CCC(CC1)CC=1C(C2=CC=CC=C2C(C1SC1=NC=CC=C1)=O)=O 2-[(4-tert-butylcyclohexyl)methyl]-3-(2-pyridylthio)-1,4-naphthalenedione